C(C)(C)(C)OC(=O)N[C@@H](CC(=O)O)C1=CC=C(C=C1)C1=C(N=CS1)C (3S)-3-(tert-butoxycarbonylamino)-3-[4-(4-methylthiazol-5-yl)phenyl]propanoic acid